L-1-butyl-3-methylimidazolium bisulfate S([O-])(O)(=O)=O.C(CCC)N1C=[N+](C=C1)C